Tri-s-Triazine C1=NC2=NC=NC3=NC=NC(=N1)N23